(2-(5,6,7,8-tetrahydronaphthalen-1-yl)ethyl)amine C1(=CC=CC=2CCCCC12)CCN